6-Chloro-3-[[(1R)-1-(2-ethylsulfanyl-3-isoxazol-4-yl-6-methyl-4-oxo-chromen-8-yl)ethyl]amino]pyridine-2-carbonitrile ClC1=CC=C(C(=N1)C#N)N[C@H](C)C=1C=C(C=C2C(C(=C(OC12)SCC)C=1C=NOC1)=O)C